2-{4-[(methylamino)methyl]phenyl}-1-(2,2,2-trifluoroethyl)-1H-indol CNCC1=CC=C(C=C1)C=1N(C2=CC=CC=C2C1)CC(F)(F)F